O[C@@H]1[C@H](OC([C@H]([C@H]1O)O)O)CCS(=O)(=O)NC(CCC#C)=O N-((2-((2R,3S,4S,5S)-3,4,5,6-tetrahydroxytetrahydro-2H-pyran-2-yl)ethyl)sulfonyl)pent-4-ynamide